[Si](C)(C)(C(C)(C)C)C#CC=1C=C(C(=C(C1)[O-])B1OC(C(O1)(C)C)(C)C)C 5-[2-[tert-butyl(dimethyl)silyl]ethynyl]-3-methyl-2-(4,4,5,5-tetramethyl-1,3,2-dioxaborolan-2-yl)phenolAt